5-methyl-tetrahydrofuran-2-one CC1CCC(O1)=O